6-methyl-N-(6-nitrobenzo[d]thiazol-2-yl)pyrazine-2-carboxamide CC1=CN=CC(=N1)C(=O)NC=1SC2=C(N1)C=CC(=C2)[N+](=O)[O-]